BrC=1C=NC(=NC1)CO 5-bromopyrimidine-2-methanol